(4-(9-(4-methoxyphenyl)-4-methyl-8-(4-((4-(methylsulfonyl)piperidin-1-yl)methyl)phenyl)-3-oxo-1,3,4,7-tetrahydro-2H-pyrrolo[3',2':5,6]pyrido[3,4-d]pyrimidin-2-yl)benzoyl)glycine COC1=CC=C(C=C1)C1=C(NC2=C1C1=C(N(C(N(C1)C1=CC=C(C(=O)NCC(=O)O)C=C1)=O)C)C=N2)C2=CC=C(C=C2)CN2CCC(CC2)S(=O)(=O)C